(2-((1R,4S)-4-amino-1-(3-(trifluoromethyl)-5,6,7,8-tetrahydro-1,6-naphthyridine-6-carbonyl)cyclopent-2-en-1-yl)ethyl)carbamic acid tert-butyl ester C(C)(C)(C)OC(NCC[C@@]1(C=C[C@H](C1)N)C(=O)N1CC=2C=C(C=NC2CC1)C(F)(F)F)=O